5-amino-6-methylpyridin NC=1C=CC=NC1C